ClC1=CC(=C(N)C=C1B1OC(C(O1)(C)C)(C)C)F 4-chloro-2-fluoro-5-(4,4,5,5-tetramethyl-1,3,2-dioxaborolan-2-yl)aniline